L-2-hydroxyvaleric acid O[C@H](C(=O)O)CCC